N-{[6-({[(2,2-dimethyl-cyclopropyl)methyl]amino}methyl)imidazo[1,2-a]pyridin-2-yl]methyl}-4-oxo-4H-pyrido[1,2-a]pyrimidine-2-carboxamide CC1(C(C1)CNCC=1C=CC=2N(C1)C=C(N2)CNC(=O)C=2N=C1N(C(C2)=O)C=CC=C1)C